C(C)(C)NC(O[C@H]1C[C@H](CC1)C1=NN(C(=C1)NC(=O)C=1C=NN(C1)CCOCCOCC1=CC=CC=C1)C(C)(C)C)=O (1R,3S)-3-(5-(1-(2-(2-(benzyloxy)ethoxy)ethyl)-1H-pyrazole-4-carboxamido)-1-(tert-butyl)-1H-pyrazol-3-yl)cyclopentyl isopropylcarbamate